1-[4-(morpholin-4-yl)butyl]-3-phenyl-1,2-dihydropyridin-2-one N1(CCOCC1)CCCCN1C(C(=CC=C1)C1=CC=CC=C1)=O